benzyl (2S,5S)-5-[[4-[6-(3,5-dimethylisoxazol-4-yl)-1-tetrahydropyran-2-yl-pyrazolo[3,4-b]pyridin-3-yl]-5-(trifluoromethyl)pyrimidin-2-yl]amino]-2-methyl-piperidine-1-carboxylate CC1=NOC(=C1C1=CC=C2C(=N1)N(N=C2C2=NC(=NC=C2C(F)(F)F)N[C@H]2CC[C@@H](N(C2)C(=O)OCC2=CC=CC=C2)C)C2OCCCC2)C